(S)-imino(4-((2S,4R)-1-((5-methoxy-7-methyl-1H-indol-4-yl)methyl)-4-methylpiperidin-2-yl)phenyl)(methyl)-λ6-sulfanone N=[S@](=O)(C)C1=CC=C(C=C1)[C@H]1N(CC[C@H](C1)C)CC1=C2C=CNC2=C(C=C1OC)C